ClC=1C=C(C=CC1N1N=CC=N1)C1=NN(C(=C1C(=O)N)C(F)(F)F)C1=CC=CN2C1=NC=CC2=O (3-chloro-4-(2H-1,2,3-triazol-2-yl)phenyl)-1-(4-oxo-4H-pyrido[1,2-a]pyrimidin-9-yl)-5-(trifluoromethyl)-1H-pyrazole-4-carboxamide